(4-(1-(2-(4-azidophenyl)-1H-indol-3-yl)-2-nitroethyl)phenyl)boronic acid N(=[N+]=[N-])C1=CC=C(C=C1)C=1NC2=CC=CC=C2C1C(C[N+](=O)[O-])C1=CC=C(C=C1)B(O)O